2-((4-((5-chloropyridin-2-yl)oxy)phenyl)(hydroxy)methylene)malononitrile ClC=1C=CC(=NC1)OC1=CC=C(C=C1)C(=C(C#N)C#N)O